BrC=1C(=C(C(=CC1)F)C1C(NC(CC1)=O)=O)Cl 3-(3-bromo-2-chloro-6-fluorophenyl)piperidine-2,6-dione